diethyl (5S)-1-acetyl-5-hydroxy-piperidine-2,2-dicarboxylate C(C)(=O)N1C(CC[C@@H](C1)O)(C(=O)OCC)C(=O)OCC